FC=1C=CC=2C3=C(NC2C1)CCN(C3)C=3C=CC1=C(N=C(O1)N1CCOCC1)C3 5-(7-fluoro-1,3,4,5-tetrahydropyrido[4,3-b]indol-2-yl)-2-morpholino-1,3-benzoxazole